FC1=C(C=CC=C1)\C(\C)=N\NS(=O)(=O)C1=CC=C(C=C1)C N-[(E)-1-(2-fluorophenyl)ethylideneamino]-4-methyl-benzenesulfonamide